2-(difluoromethoxy)-5-(tetramethyl-1,3,2-dioxaborolan-2-yl)pyridine FC(OC1=NC=C(C=C1)B1OC(C(O1)(C)C)(C)C)F